2,4,6-Tris(allyloxy)-1,3,5-triazin C(C=C)OC1=NC(=NC(=N1)OCC=C)OCC=C